1-(13Z,16Z-docosadienoyl)-2-(6Z,9Z,12Z,15Z-octadecatetraenoyl)-glycero-3-phospho-(1'-sn-glycerol) CCCCC/C=C\C/C=C\CCCCCCCCCCCC(=O)OC[C@H](COP(=O)(O)OC[C@H](CO)O)OC(=O)CCCC/C=C\C/C=C\C/C=C\C/C=C\CC